C1(CC1)C=1C=C(C=2N(C1)C=C(N2)CN)N2CC(C2)F (6-cyclopropyl-8-(3-fluoroazetidin-1-yl)imidazo[1,2-a]pyridin-2-yl)methanamine